ClC1=CC=2N(C=C1)N=CC2C2=NC(=CC=C2)C2CNCCC2 (-)-5-chloro-3-(6-(piperidin-3-yl)pyridin-2-yl)pyrazolo[1,5-a]pyridine